C(C)(=O)[O-].[NH+]1=CC=NC=C1 pyrazinium acetate